1,1,1,3,3,3-hexafluoropropan-2-yl 4-bromo-2-carbamoyl-5-methylbenzofuran-6-carboxylate BrC1=C(C(=CC2=C1C=C(O2)C(N)=O)C(=O)OC(C(F)(F)F)C(F)(F)F)C